(+/-)-2-(5-(((cyclopropyl-methyl)amino)methyl)-1,3,4-oxadiazol-2-yl)-N-((3S,4R)-3-fluoro-1-methylpiperidin-4-yl)-1-(2,2,2-trifluoroethyl)-1H-indol-4-amine C1(CC1)CNCC1=NN=C(O1)C=1N(C=2C=CC=C(C2C1)N[C@H]1[C@H](CN(CC1)C)F)CC(F)(F)F |r|